1H-1,2,3-triazole-5-carboxylic acid ethyl ester C(C)OC(=O)C1=CN=NN1